1-(2,2-Difluorospiro[2.3]hexan-5-yl)-N-[4-[2-[[4-(dimethylamino)cyclohexyl]amino]-8-isopropyl-7-oxo-pteridin-6-yl]-2-fluoro-phenyl]methanesulfonamide FC1(CC12CC(C2)CS(=O)(=O)NC2=C(C=C(C=C2)C2=NC=1C=NC(=NC1N(C2=O)C(C)C)NC2CCC(CC2)N(C)C)F)F